(S)-5-((3-amino-5-(4-amino-2-oxa-8-azaspiro[4.5]decan-8-yl)pyrazin-2-yl)thio)-2-methyl-[1,2,4]triazolo[4,3-a]pyridin-3(2H)-one NC=1C(=NC=C(N1)N1CCC2([C@@H](COC2)N)CC1)SC1=CC=CC=2N1C(N(N2)C)=O